5-bromo-7-(1-ethoxyvinyl)thieno[2,3-C]pyridine BrC=1C=C2C(=C(N1)C(=C)OCC)SC=C2